(methoxymethyl)-1,4-dinitroso-benzene COCC1=C(C=CC(=C1)N=O)N=O